C(C)(C)(C)C1=C(C=CC=C1NC1=NC(=NC=C1C)NC1=CC=C(C=C1)OCCN1CCCC1)S(=O)(=O)N tert-butyl-3-[(5-methyl-2-{4-[2-(pyrrolidin-1-yl)ethoxy]anilino}pyrimidin-4-yl)amino]benzenesulfonamide